3-{4-chloro-1-methyl-1H-pyrazolo[3,4-b]pyridin-6-yl}-2,5-dihydro-1H-pyrrole-1-carboxylic acid tert-butyl ester C(C)(C)(C)OC(=O)N1CC(=CC1)C1=CC(=C2C(=N1)N(N=C2)C)Cl